FC1=C(C(=CC=C1[N+](=O)[O-])F)NC(C(F)F)=O N-(2,6-difluoro-3-nitrophenyl)-2,2-difluoroacetamide